CC(C)(OC(NCCOCCOCCOCCOCC(=O)O)=O)C 2,2-dimethyl-4-oxo-3,8,11,14,17-pentaoxa-5-azanonadecane-19-oic acid